(R)-1-((5-(3'-(3-(((R)-3-Hydroxypyrrolidin-1-yl)methyl)-1,7-naphthyridin-8-ylamino)-2,2'-dimethylbiphenyl-3-ylamino)pyrido[4,3-b]pyrazin-2-yl)methyl)pyrrolidin O[C@H]1CN(CC1)CC=1C=NC2=C(N=CC=C2C1)NC=1C(=C(C=CC1)C1=C(C(=CC=C1)NC1=NC=CC2=NC(=CN=C21)CN2CCCC2)C)C